BrC1=C(C(=O)O)C(=C(C(=C1Br)C(=O)O)Br)Br 2,3,5,6-tetrabromoterephthalic acid